C(O[C@@H]1CC[C@H](CC1)N)([2H])([2H])[2H] (trans)-4-(methoxy-d3)cyclohexan-1-amine